3-(2-methylpyridin-4-yl)-N-((3S,4R)-1-(methylsulfonyl)-4-(2-(trifluoromethyl)phenyl)pyrrolidin-3-yl)-1H-pyrazolo[3,4-b]pyridine-5-amide CC1=NC=CC(=C1)C1=NNC2=NC=C(C=C21)C(=O)N[C@@H]2CN(C[C@H]2C2=C(C=CC=C2)C(F)(F)F)S(=O)(=O)C